(S)-3-(2-cyano-4,4-difluoropyrrolidin-1-yl)-3-oxo-N-phenylpropanamide C(#N)[C@H]1N(CC(C1)(F)F)C(CC(=O)NC1=CC=CC=C1)=O